C(C)(C)(C)OC(=O)C1=CC(=C(C=C1)C1CCN(CC1)C(=O)OC(C)(C)C)F tert-butyl 4-(4-(tert-butoxycarbonyl)-2-fluorophenyl)piperidine-1-carboxylate